N[C@@H]1[C@@H](OCC12CCN(CC2)C=2NC(C1=C(N2)NN=C1C1(CC1)C1=CC2=C(OCO2)C=C1)=O)C 6-((3S,4S)-4-amino-3-methyl-2-oxa-8-azaspiro[4.5]decan-8-yl)-3-(1-(benzo[d][1,3]dioxol-5-yl)cyclopropyl)-1,5-dihydro-4H-pyrazolo[3,4-d]pyrimidin-4-one